[Mo](=S)=S Molybdenum(IV) sulfide